FC1(C[C@H](N(C1)C)COC1=NC2=C(C(=CC=C2C(=N1)N1C[C@H]2CC[C@@H](C1)N2C(=O)OC(C)(C)C)C2=CC(=CC1=CC=CC=C21)OCOC)F)F tert-butyl (1R,5S)-3-(2-(((S)-4,4-difluoro-1-methylpyrrolidin-2-yl)methoxy)-8-fluoro-7-(3-(methoxymethoxy)naphthalen-1-yl)quinazolin-4-yl)-3,8-diazabicyclo[3.2.1]octane-8-carboxylate